C(C=C)(=O)OCCCC butyl 2-propenoate